mercaptopyridine-olate SC=1C(=NC=CC1)[O-]